C(CC)OC(C(=CO)O)=O 2,3-dihydroxyacrylic acid propyl ester